1-(tert-butyl) 2-methyl (2S,4R)-4-(benzyloxy)pyrrolidine-1,2-dicarboxylate C(C1=CC=CC=C1)O[C@@H]1C[C@H](N(C1)C(=O)OC(C)(C)C)C(=O)OC